3-(5-methylthiophen-2-yl)cyclobutan-1-ol CC1=CC=C(S1)C1CC(C1)O